N-((Benzyloxy)carbonyl)-N-methylglycine methyl ester COC(CN(C)C(=O)OCC1=CC=CC=C1)=O